C(C#C)P(O)(=O)CC[C@H]1OC([C@H]([C@H]([C@@H]1OCC1=CC(=C(C=C1)OC)OC)OCC1=CC(=C(C=C1)OC)OC)OCC1=CC(=C(C=C1)OC)OC)OC1=CC=C(C=C1)OC prop-2-ynyl-[2-[(2R,3R,4S,5S)-3,4,5-tris[(3,4-dimethoxyphenyl)methoxy]-6-(4-methoxyphenoxy)tetrahydropyran-2-yl]ethyl]phosphinic acid